C[C@H](CCC(=O)NCC(=O)O)[C@H]1CC[C@@H]2[C@@]1([C@H](C[C@H]3[C@H]2[C@@H](C[C@H]4[C@@]3(CC[C@H](C4)O)C)O)O)C The molecule is a bile acid glycine conjugate having cholic acid as the bile acid component. It has a role as a human metabolite. It derives from a cholic acid and a glycochenodeoxycholic acid. It is a conjugate acid of a glycocholate.